(1S,3S,4S)-5,5-Difluoro-N-[(1S,2E)-1-[[(3S)-2-oxopyrrolidin-3-yl]methyl]-2-(2-oxotetrahydrofuran-3-ylidene)ethyl]-2-azabicyclo[2.2.2]octane-3-carboxamide hydrochloride Cl.FC1([C@@H]2[C@H](N[C@H](C1)CC2)C(=O)N[C@H](/C=C\2/C(OCC2)=O)C[C@H]2C(NCC2)=O)F